tert-butyl 2,2,2-trichloroethanimidate ClC(C(OC(C)(C)C)=N)(Cl)Cl